ethyl 4-chloro-2-ethylsulfanyl-5-nitro-benzoate ClC1=CC(=C(C(=O)OCC)C=C1[N+](=O)[O-])SCC